OP(O)(=O)OP(=O)(O)O.N1CCNCC1 piperazine pyrophosphate salt